n-dodecyl alcohol CCCCCCCCCCCCO